[Na].COC(CN1C=C(C(C(=C1)C([C@@H](N)CC1=C(C=C(C=C1)F)F)=O)=O)OCC)OC (2,2-dimethoxyethyl)-1,4-dihydro-3-ethoxy-4-oxo-5-(2,4-difluorophenylalanyl)pyridine sodium